ethylene phenyl thioether C1(=CC=CC=C1)SC1=CC=CC=C1.C=C